FC1=CC=C(C=C1)C(CCC(=O)O)C1=CC=C(C=C1)F 4,4-bis(4-fluorophenyl)butanoic acid